(2S,4aS,4bS,6aR,7R,10aS,10bR,12aS)-2-ethyl-7-((2R,5R)-5-hydroxy-6-methylheptan-2-yl)-4a,6a-dimethyloctadecahydrochrysen-2-ol C(C)[C@]1(C[C@@H]2CC[C@H]3[C@@H]4CCC[C@@H]([C@]4(CC[C@@H]3[C@]2(CC1)C)C)[C@H](C)CC[C@H](C(C)C)O)O